BrC=1C=NN(C1)CCCCCCNC(OC(C)(C)C)=O tert-butyl (6-(4-bromo-1H-pyrazol-1-yl)hexyl)carbamate